(R)-(2-chloro-4-fluorophenyl)(3-(3-cyclopropyl-1,2,4-thiadiazol-5-yl)-8-methyl-5,6-dihydro-[1,2,4]triazolo[4,3-a]pyrazin-7(8H)-yl)methanone 2H-pyran-3,4,5-triyl-triacetate O1CC(=C(C(=C1)CC(=O)O)CC(=O)O)CC(=O)O.ClC1=C(C=CC(=C1)F)C(=O)N1[C@@H](C=2N(CC1)C(=NN2)C2=NC(=NS2)C2CC2)C